FC=1C=C(C=C(C1F)F)NC(=O)C1=CNC=C1 N-(3,4,5-trifluorophenyl)-1H-pyrrole-3-carboxamide